1-(2-(2,6-Dioxopiperidin-3-yl)-1,3-dioxoisoindolin-5-yl)pyrrolidine-3-carboxylic acid O=C1NC(CCC1N1C(C2=CC=C(C=C2C1=O)N1CC(CC1)C(=O)O)=O)=O